1-methyl-7-methylsulfanyl-3-[8-(trifluoromethyl)-1,2,3,4-tetrahydroquinolin-4-yl]-4H-pyrimido[4,5-d]pyrimidin-2-one CN1C(N(CC=2C1=NC(=NC2)SC)C2CCNC1=C(C=CC=C21)C(F)(F)F)=O